4-methoxy-3-[(trifluoromethylsulfonyl)oxy]benzoic acid methyl ester COC(C1=CC(=C(C=C1)OC)OS(=O)(=O)C(F)(F)F)=O